4-(4-(benzo[d][1,2,3]thiadiazol-7-yl)phenyl)-N-(2-ethynyl-thiazol-4-yl)piperazine-1-carboxamide S1N=NC2=C1C(=CC=C2)C2=CC=C(C=C2)N2CCN(CC2)C(=O)NC=2N=C(SC2)C#C